C1(CC1)COC=1C=C(/C=C/C=2C3=CC(N=C3C=CC2)=O)C=CC1OC(F)F (E)-4-(3-(cyclopropylmethoxy)-4-(difluoromethoxy)styryl)indol-2-one